2-hydroxyethyliminodiacetic acid OCCN(CC(=O)O)CC(=O)O